NCCOCC1CCN(CC1)C(=O)[O-] 4-((2-aminoethoxy)methyl)piperidine-1-carboxylate